4-(phosphonomethyl)-2-piperidinecarboxylic acid P(=O)(O)(O)CC1CC(NCC1)C(=O)O